FC(C=1C=CC(=NC1C)OC1CCC2(CNC2)CC1)F 7-((5-(Difluoromethyl)-6-methylpyridin-2-yl)oxy)-2-azaspiro[3.5]nonan